C(C(=O)[O-])(=O)[O-] ethanedioate